[N+](=O)([O-])N(O)N=O nitro-nitroso-hydroxylamine